3-(8-(4-chlorobenzoyl)-6-hydroxy-6-(p-tolyl)-1,2,3,4-tetrahydropyrrolo[1,2-a]pyrimidin-7(6H)-ylidene)-6-methylchroman-2,4-dione ClC1=CC=C(C(=O)C=2C(C(N3C2NCCC3)(C3=CC=C(C=C3)C)O)=C3C(OC2=CC=C(C=C2C3=O)C)=O)C=C1